C(C1=CC=CC=C1)(=O)N[C@H](CO)C(=O)O Benzoyl-D-serine